NC=1C2=C(N=CN1)N(C=C2)[C@@H]2C=C([C@H]([C@H]2O)O)CCC=2C=C(C(=C1C(CNCC21)C)F)C(F)F (1s,2r,5r)-5-(4-amino-7H-pyrrolo[2,3-d]pyrimidin-7-yl)-3-(2-(6-(difluoromethyl)-5-fluoro-4-methyl-1,2,3,4-tetrahydroisoquinolin-8-yl)ethyl)cyclopent-3-ene-1,2-diol